ClC1=C(C=CC(=C1)CCl)[N+](=O)[O-] 2-chloro-4-(chloromethyl)-1-nitrobenzene